2-ethyl-9,10-bis(n-heptanoyloxy)anthracene cyclobutylmethyl-cis-2-(biphenyl-3-ylmethyl)-3-((methylsulfonyl)amino)pyrrolidine-1-carboxylate C1(CCC1)COC(=O)N1[C@H]([C@H](CC1)NS(=O)(=O)C)CC=1C=C(C=CC1)C1=CC=CC=C1.C(C)C1=CC2=C(C3=CC=CC=C3C(=C2C=C1)OC(CCCCCC)=O)OC(CCCCCC)=O